2-(4-cyclopropyl-6-methoxypyrimidin-5-yl)-4-(1-(4-(5-methoxy-3-(trifluoromethyl)-1H-pyrazol-1-yl)phenyl)ethyl)-6,7-dihydro-[1,2,4]triazolo[1,5-a]pyrimidin-5(4H)-one C1(CC1)C1=NC=NC(=C1C1=NN2C(N(C(CC2)=O)C(C)C2=CC=C(C=C2)N2N=C(C=C2OC)C(F)(F)F)=N1)OC